ClC1=C(C=CC=C1C1=C(C(=NC=C1)C1=CC(=C(C=C1)CNC[C@H]1NC(CC1)=O)OC)Cl)NC1=NC=CC(=C1F)CNCCCC(=O)O (S)-4-(((2-((2-chloro-3-(3-chloro-2-(3-methoxy-4-((((5-oxopyrrolidin-2-yl)methyl)amino)methyl)phenyl)pyridin-4-yl)phenyl)amino)-3-fluoropyridin-4-yl)methyl)amino)butanoic acid